2-bromo-1-(2-bromo-1-fluoroethyl)-4-chlorobenzene BrC1=C(C=CC(=C1)Cl)C(CBr)F